FC(OC1=CC=CC=2C(N([C@H]3C=4N([C@@H](C21)C3)C3=C(N4)C(=CC(=C3)C#CC)F)C([2H])([2H])[2H])=O)F (7R,14R)-1-(difluoromethoxy)-9-fluoro-6-(methyl-d3)-11-(prop-1-yn-1-yl)-6,7-dihydro-7,14-methanobenzo[f]benzo[4,5]imidazo[1,2-a][1,4]diazocin-5(14H)-one